CN(CCC(C(CC)=O)(C1=CC=CC=C1)C1=CC=CC=C1)C 6-dimethylamino-4,4-diphenyl-3-hexanone